(2S)-3,4-Dihydro-2H-Pyran-2-Ylethyl-2-Methyl-Propane-2-Sulfinamide O1[C@H](CCC=C1)CCCC(C)(S(=O)N)C